COC=1C=C(C2=C3C=CC(=CC3=CC=C2C1)O)O 7-Methoxyphenanthrene-2,5-diol